5-chloro-4-(5-iodo-3,4-dihydro-2H-quinolin-1-yl)-1-(trideuteriomethyl)quinazolin-2-one ClC1=C2C(=NC(N(C2=CC=C1)C([2H])([2H])[2H])=O)N1CCCC2=C(C=CC=C12)I